ClC1=CC=C2C(=CNC2=C1C1=NC=CN=C1Cl)S(=O)(=O)NC1=NC(=C(C(=N1)OC)CC(F)F)OC 6-chloro-7-(3-chloropyrazin-2-yl)-N-[5-(2,2-difluoroethyl)-4,6-dimethoxy-pyrimidin-2-yl]-1H-indole-3-sulfonic acid amide